C(C)(C)OC=1N(N=C2C(=CC(=CC12)C(F)(F)F)C(=O)[O-])COC 3-isopropoxy-2-(methoxymethyl)-5-(trifluoromethyl)indazole-7-carboxylate